ClC1=C(C=CC(=C1)Cl)C1=C(C=2C=CC(=CC2CC1)C(=O)[O-])C1=CC=C(C=C1)O[C@@H]1CNCC1 (S)-6-(2,4-dichlorophenyl)-5-(4-(pyrrolidin-3-yloxy) phenyl)-7,8-dihydronaphthalene-2-carboxylate